NC=1N=NC(=CC1N1CCN(CC1)CC(=O)N[C@H](C(=O)N1[C@@H](C[C@H](C1)O)C(=O)N[C@@H](C)C1=CC=C(C=C1)C1=C(N=CS1)C)C(C)(C)C)Br (2S,4R)-1-((S)-2-(2-(4-(3-amino-6-bromopyridazin-4-yl)piperazin-1-yl)acetamido)-3,3-dimethylbutyryl)-4-hydroxy-N-((S)-1-(4-(4-methylthiazol-5-yl)phenyl)ethyl)pyrrolidine-2-carboxamide